NCC1=CC=C(C=C1)N1C(=NC=2C1=NC(=CC2)C2=NC=CC=C2)C=2C(=NC=CC2)N 3-{3-[4-(aminomethyl)phenyl]-5-(pyridin-2-yl)imidazo[4,5-b]pyridin-2-yl}pyridin-2-amine